C(CCCCCC)SN S-n-heptyl-sulfenamide